C(C)(C)C=1C(=NNC1C=1C=C(C=2N(C1)N=CN2)OC)C2=CC=C(C=C2)C2CCN(CC2)CC(C)(O)C 1-(4-(4-(4-isopropyl-5-(8-methoxy-[1,2,4]triazolo[1,5-a]pyridin-6-yl)-1H-pyrazol-3-yl)phenyl)piperidin-1-yl)-2-methylpropan-2-ol